C1(CCCCC1)CC=1C(=C(C=C(C1)I)C1=CC=CC=C1)OC 3-(cyclohexylmethyl)-5-iodo-2-methoxy-1,1'-biphenyl